heptadecan-9-yl 8-((3-((2-(benzyloxy)ethyl)sulfonamido)propyl)(8-oxo-8-(undecan-3-yloxy)octyl)amino)octanoate C(C1=CC=CC=C1)OCCS(=O)(=O)NCCCN(CCCCCCCC(=O)OC(CCCCCCCC)CCCCCCCC)CCCCCCCC(OC(CC)CCCCCCCC)=O